ClC1=NC=C(C(=O)NOCC)C(=C1)NC1=C(C=C(C=C1)OC)N(S(=O)(=O)C)C 6-chloro-N-ethoxy-4-((4-methoxy-2-(N-methyl-methanesulfonamido)phenyl)amino)nicotinamide